BrC1=CC=2N(C=C1)N=C(N2)I 7-bromo-2-iodo-[1,2,4]triazolo[1,5-a]pyridine